C(CCCCCCCCCCCCCCCCC)N(CC(=O)N)CCCCCCCCCCCCCCCCCC dioctadecylglycinamide